C(CCCCCCCC)(=O)O[C@@H]1[C@](O[C@H](C1)N1C2=NC(=NC(=C2N=C1)N)F)(COC(CCCC)=O)C#C (2R,3S,5R)-5-(6-amino-2-fluoro-9H-purin-9-yl)-2-ethynyl-2-((pentanoyloxy)methyl)tetra-hydrofuran-3-yl nonanoate